tert-butyl (2S)-2-(6-bromo-4-oxo-3,4-dihydrothieno[3,2-d]pyrimidin-2-yl)-2-methylpyrrolidine-1-carboxylate BrC1=CC=2N=C(NC(C2S1)=O)[C@]1(N(CCC1)C(=O)OC(C)(C)C)C